1-((5-(5-(difluoromethyl)-1,3,4-oxadiazole-2-yl)pyridine-2-yl)methyl)-5-(furan-3-yl)-3-(1-methylpiperidine-4-yl)-1,3-dihydro-2H-benzo[d]imidazole-2-one FC(C1=NN=C(O1)C=1C=CC(=NC1)CN1C(N(C2=C1C=CC(=C2)C2=COC=C2)C2CCN(CC2)C)=O)F